(R)-(4-((1-(3-amino-5-(trifluoromethyl)phenyl)ethyl)amino)-6-methoxy-2-methylquinazolin-7-yl)(thiazolidine-3-yl)methanone NC=1C=C(C=C(C1)C(F)(F)F)[C@@H](C)NC1=NC(=NC2=CC(=C(C=C12)OC)C(=O)N1CSCC1)C